2-oxo-N-(1H-pyrazolo[4,3-c]pyridin-7-yl)-2-[(2R,5S)-5-methyl-2-(2-tetrahydropyran-4-ylindazol-6-yl)-1-piperidyl]acetamide O=C(C(=O)NC=1C2=C(C=NC1)C=NN2)N2[C@H](CC[C@@H](C2)C)C=2C=CC1=CN(N=C1C2)C2CCOCC2